C(CCCCCCCCC)NC(CCCSCCC(=O)OCCCCCCCCCCCC)=N dodecyl 3-((4-(decylamino)-4-iminobutyl)thio)propanoate